OP(O)(=O)OP(=O)(O)OP(=O)(O)OP(=O)(O)O.P(O)(O)(O)=O phosphoric acid (tetraphosphate)